S1C(SCCC1)C1=CC=C2C(=NNC2=C1)N 6-(1,3-Dithian-2-yl)indazol-3-amine